3-[(2-amino-3-fluoro-4-pyridinyl)methyl]-7-[(3-fluoro-2-pyridinyl)oxy]-4-methyl-chromen-2-one NC1=NC=CC(=C1F)CC=1C(OC2=CC(=CC=C2C1C)OC1=NC=CC=C1F)=O